FC(OC1=CC=C(CN2C3N(C(CC2)=O)C(C(N(C3)CC(CC)C)=O)CC(=O)N)C=C1)F 2-(1-(4-(difluoromethoxy)benzyl)-8-(2-methylbutyl)-4,7-dioxo-octahydro-2H-pyrazino[1,2-a]pyrimidin-6-yl)acetamide